Iridium(III) bis[(dimethylphenyl)cyclopentyl-quinoline] CC=1C(=C(C=CC1)C=1C(=NC2=CC=CC=C2C1)C1CCCC1)C.CC=1C(=C(C=CC1)C=1C(=NC2=CC=CC=C2C1)C1CCCC1)C.[Ir+3]